OC(CCC[C@H](C)[C@H]1CC[C@H]2C(CCC([C@H]12)C)O)(C)C (1R,3aR,7aR)-1-((S)-6-hydroxy-6-methylhept-2-yl)-7-methyl-octahydro-1H-inden-4-ol